(3-(9,10-di(naphthalen-2-yl)anthracen-2-yl)phenyl)diphenylphosphine oxide C1=C(C=CC2=CC=CC=C12)C=1C2=CC=CC=C2C(=C2C=CC(=CC12)C=1C=C(C=CC1)P(C1=CC=CC=C1)(C1=CC=CC=C1)=O)C1=CC2=CC=CC=C2C=C1